1-[(4S)-8-fluorochroman-4-yl]-3-(1-phenylpyrazol-3-yl)urea FC=1C=CC=C2[C@H](CCOC12)NC(=O)NC1=NN(C=C1)C1=CC=CC=C1